C(C)OCCC=1C(NC(NC1)=O)=O 5-(2-ethoxyethyl)pyrimidine-2,4(1H,3H)-dione